4-((5-((6-(bis(4-methoxybenzyl)amino)-2-butoxy-8-oxo-7,8-dihydro-9H-purin-9-yl) methyl)thiophen-2-yl)methyl)piperazine-1-carboxylate COC1=CC=C(CN(C2=C3NC(N(C3=NC(=N2)OCCCC)CC2=CC=C(S2)CN2CCN(CC2)C(=O)[O-])=O)CC2=CC=C(C=C2)OC)C=C1